5-(3-formyl-2,5-dimethyl-1H-pyrrole-1-yl)-2-methylthiazole-4-nitrile C(=O)C1=C(N(C(=C1)C)C1=C(N=C(S1)C)C#N)C